ClC1=C(C=CC(=C1)C1=NC=CN=C1)NCCCCCCN1C(C(C(C(C1)O)O)O)CO 1-(6-{[2-chloro-4-(pyrazin-2-yl)phenyl]amino}hexyl)-2-(hydroxymethyl)piperidine-3,4,5-triol